5-[[3-fluoro-4-(2-guanidinoethylmercaptocarbonylamino)phenyl]sulfonylamino]thiazole-4-carboxylic acid FC=1C=C(C=CC1NC(=O)SCCNC(=N)N)S(=O)(=O)NC1=C(N=CS1)C(=O)O